2-(3,4-dimethoxyphenyl)-3-ethyl-N-((7-isopropyl-7-azaspiro[3.5]nonan-2-yl)methyl)-1H-indol-5-amine COC=1C=C(C=CC1OC)C=1NC2=CC=C(C=C2C1CC)NCC1CC2(C1)CCN(CC2)C(C)C